(Z)-5-((1-(4-(trifluoromethoxy)phenyl)-1H-pyrrol-2-yl)methylene)thiazolidin-2,4-dione FC(OC1=CC=C(C=C1)N1C(=CC=C1)\C=C/1\C(NC(S1)=O)=O)(F)F